[1,3-15N2]-uric acid [15NH]1C(=O)[15NH]C=2NC(=O)NC2C1=O